tris-(p-isocyanatophenyl) thiophosphite P(SC1=CC=C(C=C1)N=C=O)(OC1=CC=C(C=C1)N=C=O)OC1=CC=C(C=C1)N=C=O